ClC=1C=C(C=CC1)C#C\C=C/1\C(CN(CC1)S(=O)(=O)CC1=CC(=NO1)C)(C)C (4E)-4-[3-(3-chlorophenyl)prop-2-yn-1-ylidene]-3,3-dimethyl-1-{[(3-methyl-1,2-oxazol-5-yl)methyl]sulfonyl}piperidine